2-[(2S)-2-amino-4-methylpentyl]-3-bromo-5-chloro-N-[(1,3-thiazol-2-yl)methyl]thieno[3,2-b]pyridin-7-amine N[C@H](CC1=C(C2=NC(=CC(=C2S1)NCC=1SC=CN1)Cl)Br)CC(C)C